COC(CCCC(=O)NC=1N=CC2=C(C(=C(C=C2C1)C=1C=NC=C(C1C)N(C(=O)OC(C)(C)C)C(=O)OC(C)(C)C)F)NC(=O)OC(C)(C)C)=O 5-((6-(5-(bis(tert-butoxycarbonyl)amino)-4-methylpyridin-3-yl)-8-((tert-butoxycarbonyl)amino)-7-fluoroisoquinolin-3-yl)amino)-5-oxopentanoic acid methyl ester